Cl.NC=1C(=C(C=CC1)C1=CC=C(C=C1)O)O amino-2,4'-dihydroxy-1,1'-biphenyl hydrochloride